N[C@H](C(=O)N)C[C@H]1C(NCCO1)=O (S)-2-amino-3-((S)-3-oxomorpholin-2-yl)propanamide